N-(1-(1H-pyrazolo[3,4-b]pyridine-5-carbonyl)indolin-6-yl)-3-(4-methyl-1H-imidazol-1-yl)-5-(trifluoromethyl)benzamide N1N=CC=2C1=NC=C(C2)C(=O)N2CCC1=CC=C(C=C21)NC(C2=CC(=CC(=C2)C(F)(F)F)N2C=NC(=C2)C)=O